CN(C)CC1=C(C=C(C=C1)NC(=O)C1=CSC=2CN(CCC21)C(=O)C2=CN=C1N2C=CC=C1)C(F)(F)F N-(4-((dimethylamino)methyl)-3-(trifluoromethyl)phenyl)-6-(imidazo[1,2-a]pyridine-3-carbonyl)-4,5,6,7-tetrahydrothieno[2,3-c]pyridine-3-carboxamide